3-(pyrrolidine-1-yl)azetidine N1(CCCC1)C1CNC1